FC(COC=1C=CC(=NC1)C#N)(F)F 5-(2,2,2-trifluoroethoxy)pyridine-2-carbonitrile